BrC=CCCCC bromo-1-hexene